C(C)(C)C1=NC(=NC=C1C1=CC=C(C=C1)N1N=NC=C1C)NC1=CC2=C(OC[C@H]3N2C(CC3)=O)N=C1 (S)-2-((4-isopropyl-5-(4-(5-methyl-1H-1,2,3-triazol-1-yl)-phenyl)pyrimidin-2-yl)amino)-6,6a,7,8-tetrahydro-9H-pyrido-[2,3-b]pyrrolo[1,2-d]-[1,4]oxazin-9-one